C(=O)(O)C=1C(=NC=CC1)CCC(C(=O)O)(C)O 3-carboxy-α-hydroxy-α-methyl-2-pyridinebutanoic acid